FC=1C=C(C=C2N=CC=NC12)B(O)O 8-FLUOROQUINOXALIN-6-YLBORONIC ACID